1-hydroxy-N-propyl-1,3-dihydrobenzo[c][1,2]oxaborole-6-carboxamide OB1OCC2=C1C=C(C=C2)C(=O)NCCC